C1OCC12CN(C2)C2=CN=CC(=N2)C=2N=NNC2 4-(6-(2-oxa-6-azaspiro[3.3]heptan-6-yl)pyrazin-2-yl)-1H-1,2,3-triazol